C1(=CC=C(C=C1)N1CCN(CC1)CCN)C 2-(4-(p-tolyl)Piperazin-1-yl)ethan-1-amine